NC1=C(C=CC(=C1)OCC(C)(C)OC)O 2-amino-4-(2-methoxy-2-methylpropyloxy)phenol